di-n-octyl 2,3-dimethylmaleate C/C(/C(=O)OCCCCCCCC)=C(/C(=O)OCCCCCCCC)\C